N-(1-(azetidin-1-ylmethyl)cyclopropyl)-1-(o-tolyloxy)cyclopropane-1-carboxamide N1(CCC1)CC1(CC1)NC(=O)C1(CC1)OC1=C(C=CC=C1)C